N/C(/C#N)=C(/C#N)\N=C\C1=CC=C(C=C1)C=1NC(=C(N1)C1=CC=CC=C1)C1=CC=CC=C1 2-amino-3-(((E)-4-(4,5-diphenyl-1H-imidazole-2-yl)benzylidene)amino)maleonitrile